OB1OCC2=C1C(=C(C=C2)C(=O)N[C@@H](C(C)C)C(=O)OCC2=CC=C(C=C2)C(=O)N2CCN(CC2)C)C 4-(4-Methylpiperazine-1-carbonyl)benzyl (1-hydroxy-7-methyl-1,3-dihydrobenzo[c][1,2]oxaborole-6-carbonyl)-L-valinate